(±)-2-(4,4-Difluorocyclohexyl)propanoic acid FC1(CCC(CC1)[C@H](C(=O)O)C)F |r|